ClC=1C=C(C=C(C1OCCCl)C#N)C(C)(C)C1=CC=C(OCC2=NC(=NC(=C2)C2CCNCC2)NS(=O)(=O)C)C=C1 N-(4-((4-(2-(3-chloro-4-(2-chloroethoxy)-5-cyanophenyl)propan-2-yl)phenoxy)methyl)-6-(piperidin-4-yl)pyrimidin-2-yl)methanesulfonamide